tert-butyl 9-([1,4'-bipiperidin]-4-yl)-2,9-diazaspiro[5.5]undecane-2-carboxylate N1(CCC(CC1)N1CCC2(CCCN(C2)C(=O)OC(C)(C)C)CC1)C1CCNCC1